CN(C1=CC=C(C(=O)N(CC=C)CC=C)C=C1)C 4-(dimethylamino)-N,N-di-2-propen-1-yl-benzamide